3-chloro-4-[4-(diethylamino)-2,4-dimethyl-pyrrolidin-1-yl]-N-[(2,4-dimethoxyphenyl)methyl]-2,6-difluoro-N-(6-fluoro-2-pyridyl)benzenesulfonamide ClC=1C(=C(C(=CC1N1C(CC(C1)(C)N(CC)CC)C)F)S(=O)(=O)N(C1=NC(=CC=C1)F)CC1=C(C=C(C=C1)OC)OC)F